ClC1=CC=C2C(=N1)[C@H]([C@@H](OC2=O)CC)C |o1:7,8| (7S,8R)- or (7R,8S)-2-chloro-7-ethyl-8-methyl-7,8-dihydro-5H-pyrano[4,3-b]pyridin-5-one